The molecule is a hydroxy fatty acid ascaroside anion that is the conjugate base of oscr#26, obtained by deprotonation of the carboxy group; major species at pH 7.3. It is a conjugate base of an oscr#26. C[C@H]1[C@@H](C[C@H]([C@@H](O1)OCCCCCCCCCCCCCCC(=O)[O-])O)O